C(C)OC(=O)C1=C(C=NC=C1F)F 3,5-Difluoropyridine-4-carboxylic acid ethyl ester